7-Aminocoumarin NC1=CC=C2C=CC(OC2=C1)=O